(S)-1-{4-[4-(6-fluoro-2-oxo-1,2-dihydro-quinolin-3-yl)-[1,2,3]triazol-1-yl]-benzoyl}-pyrrolidine-2-carboxylic acid amide FC=1C=C2C=C(C(NC2=CC1)=O)C=1N=NN(C1)C1=CC=C(C(=O)N2[C@@H](CCC2)C(=O)N)C=C1